4-((2R,4R)-4-(methoxycarbonyl)-2-methylpiperidin-1-yl)benzoic acid COC(=O)[C@H]1C[C@H](N(CC1)C1=CC=C(C(=O)O)C=C1)C